ClC1=C(C=CC(=C1)C)CN1N=C(C2=CC=C(C=C12)C)C(=O)O 1-[(2-chloro-4-methylphenyl)methyl]-6-methylindazole-3-carboxylic acid